acetenyl-(ACEANTHRYLENE) C(#C)C1=CC2=CC=CC3=CC4=CC=CC=C4C1=C23